2-(4-(4-amino-5-(4-phenoxyphenyl)-7H-pyrrolo[2,3-d]pyrimidin-7-yl)cyclohexylidene)acetamide NC=1C2=C(N=CN1)N(C=C2C2=CC=C(C=C2)OC2=CC=CC=C2)C2CCC(CC2)=CC(=O)N